[2H]C(OC=1C=C(C(=O)Cl)C=C(C1OC([2H])([2H])[2H])OC([2H])([2H])[2H])([2H])[2H] 3,4,5-tris(trideuteromethoxy)benzoyl chloride